tert-butyl (3S)-3-(5-cyano-6-methyl-3-pyridyl)-5-hydroxy-isoxazolidine-2-carboxylate C(#N)C=1C=C(C=NC1C)[C@H]1N(OC(C1)O)C(=O)OC(C)(C)C